1-ethylsulfanyl-pyrroline-2,5-dione C(C)SN1C(CCC1=O)=O